C(C)N1CC([C@@H](CC1)N1C(N(C=2C=NC=3C=CC(=CC3C21)C=2C=NC(=CC2)OC)C)=O)(F)F |r| (R/S)-1-(1-ethyl-3,3-difluoropiperidin-4-yl)-8-(6-methoxypyridin-3-yl)-3-methyl-1,3-dihydro-2H-imidazo[4,5-c]quinolin-2-one